COCCC(=O)O.COCCC(=O)O.IC1=C(C=C(C=C1C)C)C iodomesitylene bis(3-methoxypropanoate)